FC=1C(=C(C=CC1F)[C@@H]1[C@@H](O[C@H](C1)C(F)(F)F)C(=O)NC1=CC(=NC=C1)C(=O)N)OC (2R,3R,5R)-4-[[3-(3,4-difluoro-2-methoxy-phenyl)-5-(trifluoromethyl)tetrahydrofuran-2-carbonyl]amino]pyridine-2-carboxamide